3,4,5-trifluorophenyl-phosphoric acid FC=1C=C(C=C(C1F)F)OP(O)(O)=O